ClC1=CC2=C(C(=N1)N1CCOCC1)C=C(N2)C2=CC=C(C=C2)S(=O)(=O)C 4-[6-chloro-2-(4-methylsulfonylphenyl)-1H-pyrrolo[3,2-c]pyridin-4-yl]morpholine